1-((5-(5-(difluoromethyl)-1,3,4-oxadiazol-2-yl)pyridin-2-yl)methyl)-5-(3,5-dimethylisoxazol-4-yl)-3-(1-methylpiperidin-4-yl)-1,3-dihydro-2H-benzo[d]imidazol-2-one FC(C1=NN=C(O1)C=1C=CC(=NC1)CN1C(N(C2=C1C=CC(=C2)C=2C(=NOC2C)C)C2CCN(CC2)C)=O)F